1-(4-((7-methoxy-4-((2',4',6-trifluoro-4-methoxy-[1,1'-biphenyl]-3-yl)amino)quinazolin-6-yl)oxy)piperidin-1-yl)prop-2-en-1-one COC1=C(C=C2C(=NC=NC2=C1)NC=1C=C(C(=CC1OC)F)C1=C(C=C(C=C1)F)F)OC1CCN(CC1)C(C=C)=O